2-[(2S,5R)-2,5-Dimethylpyrrolidin-1-yl]-6-(3-fluoro-5-isobutoxyphenyl)-N-[(2-oxo-1H-pyridin-3-yl)sulfonyl]pyridin-3-carboxamid C[C@@H]1N([C@@H](CC1)C)C1=NC(=CC=C1C(=O)NS(=O)(=O)C=1C(NC=CC1)=O)C1=CC(=CC(=C1)OCC(C)C)F